2-(2-(1-(Cyclopropylsulfonyl)-1H-pyrazol-4-yl)pyrimidin-4-yl)-N4-isopropyl-5-((1-isopropyl-1H-pyrazol-4-yl)ethynyl)pyridine-2,4-diamine C1(CC1)S(=O)(=O)N1N=CC(=C1)C1=NC=CC(=N1)C1(NC=C(C(=C1)NC(C)C)C#CC=1C=NN(C1)C(C)C)N